1-Bromoheptafluoropropane BrC(C(C(F)(F)F)(F)F)(F)F